3β-hydroxy-5β-cholane O[C@@H]1C[C@H]2CC[C@H]3[C@@H]4CC[C@H]([C@@H](CCC)C)[C@]4(CC[C@@H]3[C@]2(CC1)C)C